7-chloro-2-(3-methoxybenzyl)-1-methyl-5-phenyl-1,5-dihydro-4H-imidazo[4,5-c]quinolin-4-one ClC=1C=CC=2C3=C(C(N(C2C1)C1=CC=CC=C1)=O)N=C(N3C)CC3=CC(=CC=C3)OC